1-(4-((4-((2-fluoro-4-((2-(4-hydroxy-4-methylpiperidin-1-yl)pyridin-4-yl)oxy)phenyl)amino)-7-methoxyquinazolin-6-yl)amino)piperidin-1-yl)prop-2-en-1-one FC1=C(C=CC(=C1)OC1=CC(=NC=C1)N1CCC(CC1)(C)O)NC1=NC=NC2=CC(=C(C=C12)NC1CCN(CC1)C(C=C)=O)OC